NC=1C=2N(C=CN1)C(=NC2C2=C(C=C(C(=O)NC1=NC=C(C=C1)Cl)C=C2)F)N2CCC1(CCNC1=O)CC2 4-(8-amino-3-(1-oxo-2,8-diazaspiro[4.5]decan-8-yl)imidazo[1,5-a]pyrazin-1-yl)-N-(5-chloropyridin-2-yl)-3-fluorobenzamide